C(#N)CC(=O)OCC ethyl cyanoacetate